C(=O)=C1OCCN1C1=CC=C(C=C1)CC(=O)O 2-(4-(2-carbonyloxazolidin-3-yl)phenyl)acetic acid